4-((1-(2,5-dichlorophenyl)piperidin-4-yl)thio)-1H-1,2,3-triazole-5-carboxylic acid ClC1=C(C=C(C=C1)Cl)N1CCC(CC1)SC=1N=NNC1C(=O)O